ethyl 5-hydroxypyrazolo[1,5-a]pyrimidine-2-carboxylate OC1=NC=2N(C=C1)N=C(C2)C(=O)OCC